FC1CN(C1)CCC=1OC(=C(N1)C(F)(F)F)C=O (2-(2-(3-fluoroazetidin-1-yl)ethyl)-4-(trifluoromethyl)oxazol-5-yl)methanone